FC1(C(C1)C=O)F 2,2-Difluorocyclopropane-1-carboxaldehyde